O=C1N(CC2=CC=CC=C12)C=1C=C(C(=O)N)C=CC1 3-(1-oxoisoindolin-2-yl)benzamide